4-bromo-2-fluoro-5-methoxybenzamide BrC1=CC(=C(C(=O)N)C=C1OC)F